1-(dimethylaminoethyl)-4-methylpiperazine CN(C)CCN1CCN(CC1)C